1-(3-dimethylaminopropyl)-3-ethylcarbodiimide phosphate P(=O)(O)(O)O.CN(CCCN=C=NCC)C